N1CC(C1)C=1C=CC(=NC1)N(C1=NC=CC=C1CC)C N-[5-(azetidin-3-yl)-2-pyridinyl]-3-ethyl-N-methyl-pyridin-2-amine